ClC=1C(=NC=C(N1)Cl)C(=O)OC Methyl 3,5-dichloropyrazine-2-carboxylate